Nα,Nα-dicarbobenzoxy-L-lysine C(=O)(OCC1=CC=CC=C1)N([C@@H](CCCCN)C(=O)O)C(=O)OCC1=CC=CC=C1